O=S1(NNCOC2=C1C=CC=C2)=O 1,1-Dioxo-dihydro-2H-benzo[f][1,5,3,4]oxthidiazepine